C(CCCCC)(=O)ONC(C=1C(ON2C(C(CC2=O)S(=O)(=O)O)=O)=CC(=CC1)N=[N+]=[N-])=O sulfosuccinimidyl-(4-azidosalicylamido) hexanoate